biquinoline diethyl-glutamate C(C)OC([C@@H](N)CCC(=O)OCC)=O.N1=C(C=CC2=CC=CC=C12)C1=NC2=CC=CC=C2C=C1